C[C@H]1N(CCOC1)C1=NC2=C(N=CC=C2C(=C1)CO)C=1N(N=CC1)C1OCCCC1 {2-((R)-3-methylmorpholin-4-yl)-8-[2-(tetrahydropyran-2-yl)-2H-pyrazol-3-yl]-[1,7]naphthyridin-4-yl}methanol